5-[2-fluoro-4-(2-hydroxy-ethoxy)-phenyl]-7-phenyl-3,7-dihydro-pyrrolo[2,3-d]pyrimidin-4-one FC1=C(C=CC(=C1)OCCO)C1=CN(C=2N=CNC(C21)=O)C2=CC=CC=C2